C(C)C=1C=CC2=CN(N=C2C1NC(=O)N=[S@](=O)(N)C=1SC(=CN1)C(C)(C)O)C |o1:15| (R) or (S)-N'-((6-ethyl-2-methyl-2H-indazol-7-yl)carbamoyl)-5-(2-hydroxypropan-2-yl)thiazole-2-sulfonimidamide